C(C1=CC=CC=C1)O[C@@H]1CN(CC1)C(=O)C=1C(=NC(=C(C1O)C1=C(C=CC=C1OC)OC)CCCC)O 3-[(3S)-3-(benzyloxy)pyrrolidine-1-carbonyl]-6-butyl-5-(2,6-dimethoxyphenyl)pyridine-2,4-diol